ClC1=CC=CC=2C(=NC(OC21)(C)C)N2C=NC1=C2C=CC(=C1C)C 8-chloro-4-(4,5-dimethyl-1H-benzo[d]imidazole-1-yl)-2,2-dimethyl-2H-benzo[e][1,3]oxazine